1-(4-(4-((2-(difluoromethoxy)-5-methyl-4-((1-methyl-1H-benzo[d][1,2,3]triazol-5-yl)oxy)phenyl)amino)pyrido[3,2-d]pyrimidin-6-yl)piperazin-1-yl)prop-2-en-1-one FC(OC1=C(C=C(C(=C1)OC1=CC2=C(N(N=N2)C)C=C1)C)NC=1C2=C(N=CN1)C=CC(=N2)N2CCN(CC2)C(C=C)=O)F